Cl.FC1=C(C=C(C=C1)SC1CC(C1)NCC1=C2C=CN=CC2=CC=C1)C(F)(F)F (1r,3r)-3-((4-fluoro-3-(trifluoromethyl)phenyl)thio)-N-(isoquinolin-5-ylmethyl)cyclobutan-1-amine hydrochloride